C(C)OC(=O)C=1N(C2=CC=C(C=C2C1)[N+](=O)[O-])CC(F)(F)F 5-nitro-1-(2,2,2-trifluoroethyl)-1H-indole-2-carboxylic acid ethyl ester